C(C1=CC=CC=C1)NC(=N)N1CC(C=2C3=C(C=CC12)C=C(C=C3)F)C N-Benzyl-7-fluoro-1-methyl-1,2-dihydro-3H-benzo[e]indole-3-carboximidamide